COC([C@@H](NC(=O)C=1C(=NN2C1C=C(C=C2)OCC2=C(C=CC=C2)Cl)C)CO)=O (5-((2-chlorobenzyl)oxy)-2-methylpyrazolo[1,5-a]pyridine-3-carbonyl)serine methyl ester